COC1=NC2=CC=C(C=C2C=C1)C=1C=C(C=NC1)N1CC2(C1)CC(C2)N2C(C1=CN=C(C=C1CC2)C)=O 2-(2-(5-(2-methoxyquinolin-6-yl)pyridin-3-yl)-2-azaspiro[3.3]heptane-6-yl)-6-methyl-3,4-dihydro-2,7-naphthyridin-1(2H)-one